CC(C)(CC)NC(OC1(CCCC1)C1=CC=NN1C)=O (1-methyl-1H-pyrazol-5-yl)cyclopentyl (2-methylbutan-2-yl)carbamate